(2S)-4-[2-(cyclopentoxy)ethyl-[4-(5,6,7,8-tetrahydro-1,8-naphthyridin-2-yl)butyl]amino]-2-(diisopropylcarbamoylamino)butanoic acid C1(CCCC1)OCCN(CC[C@@H](C(=O)O)NC(N(C(C)C)C(C)C)=O)CCCCC1=NC=2NCCCC2C=C1